(+)-trans-2-(2-chloro-4-trifluoromethylphenyl)-5,7-dihydroxy-8-(2-hydroxymethyl-1-methyl-pyrrolidin-3-yl)-benzopyran-4-one ClC1=C(C=CC(=C1)C(F)(F)F)C=1OC2=C(C(C1)=O)C(=CC(=C2[C@H]2[C@@H](N(CC2)C)CO)O)O